BrC=1C(=C(C(=O)O)C(=CC1)[N+](=O)[O-])F 3-Bromo-2-fluoro-6-nitrobenzoic acid